5-{3-Fluoro-5-[5-methyl-4-(2-oxo-2,3-dihydro-benzooxazol-5-ylamino)-pyrimidin-2-ylamino]-pyridin-2-yl}-2,5-diaza-bicyclo[2.2.1]heptane-2-carboxylic acid tert-butyl ester C(C)(C)(C)OC(=O)N1C2CN(C(C1)C2)C2=NC=C(C=C2F)NC2=NC=C(C(=N2)NC=2C=CC1=C(NC(O1)=O)C2)C